(Z)-4-((2-((4-amino-2-fluorobut-2-en-1-yl)sulfonyl)phenoxy)methyl)-N-isopropylbenzenesulfonamide NC\C=C(\CS(=O)(=O)C1=C(OCC2=CC=C(C=C2)S(=O)(=O)NC(C)C)C=CC=C1)/F